1-[2-(4-Chloro-phenyl)-ethyl]-piperidine-4-carboxylic acid hydrazide ClC1=CC=C(C=C1)CCN1CCC(CC1)C(=O)NN